2,2-dibenzyl-3-oxo-3-phenylpropionitrile C(C1=CC=CC=C1)C(C#N)(C(C1=CC=CC=C1)=O)CC1=CC=CC=C1